(S)-3-[(tert-butyldimethylsilyl)oxy]-2-[6-(2,5-dichloropyrimidin-4-yl)-1-oxo-2,3-dihydro-1H-isoindol-2-yl]propionic acid [Si](C)(C)(C(C)(C)C)OC[C@@H](C(=O)O)N1C(C2=CC(=CC=C2C1)C1=NC(=NC=C1Cl)Cl)=O